1-(2,6-dimethylmorpholin-4-yl)tridecan-1-one CC1CN(CC(O1)C)C(CCCCCCCCCCCC)=O